1-(1H-pyrazolo[3,4-c]pyridin-5-yl)cyclopropanecarbonitrile N1N=CC=2C1=CN=C(C2)C2(CC2)C#N